N-(3-(6-Ethoxypyridin-3-yl)-1-methyl-1H-indol-6-yl)-4-methyl-3-((4-phenyl-1,3,5-triazin-2-yl)amino)benzamide C(C)OC1=CC=C(C=N1)C1=CN(C2=CC(=CC=C12)NC(C1=CC(=C(C=C1)C)NC1=NC=NC(=N1)C1=CC=CC=C1)=O)C